propyl-pyridinium zinc chlorate Cl(=O)(=O)[O-].[Zn].C(CC)[N+]1=CC=CC=C1